C(C)OC(=O)C=1NC2=C(C=NC=3C=CC=CC23)N1 1H-imidazo[4,5-c]Quinoline-2-carboxylic acid ethyl ester